C(C)N([C@H]1CN(CC1)C=1C=CC(=NC1)N1C=NC(=C1)NC=1N=CC(=NC1)C#N)C (R)-5-((1-(5-(3-(Ethyl(methyl)amino)pyrrolidin-1-yl)pyridin-2-yl)-1H-imidazol-4-yl)amino)pyrazine-2-carbonitrile